C(C)(=O)C=1C=C(C=C2C(N(C(=NC12)[C@H]1OCCCC1)C1CC1)=O)F (S)-8-acetyl-3-cyclopropyl-6-fluoro-2-(tetrahydro-2H-pyran-2-yl)quinazolin-4(3H)-one